COCCN1C(CNC(C1)C)C (2-methoxyethyl)-2,5-dimethylpiperazin